10-aminodecanenitrile NCCCCCCCCCC#N